1-(furan-2-ylmethyl)-N-(1H-indol-3-yl)-3,3-dimethyl-2-oxoindoline-6-carboxamide O1C(=CC=C1)CN1C(C(C2=CC=C(C=C12)C(=O)NC1=CNC2=CC=CC=C12)(C)C)=O